C1(CC1)C1=NC=NC(=C1C1=NC=C(C(=N1)N(CC12C3C4C5(C3C1C5C24)C=2N(C=C(N2)C(F)(F)F)C)C)OC)OC 2-(4-cyclopropyl-6-methoxy-pyrimidin-5-yl)-5-methoxy-N-methyl-N-[[4-[1-methyl-4-(trifluoromethyl)imidazol-2-yl]cuban-1-yl]methyl]pyrimidin-4-amine